6-(1-Piperazinyl-Methyl)-2-pyridinecarboxaldehyde N1(CCNCC1)CC1=CC=CC(=N1)C=O